C(C)C1=CC=C2C(=NC(N(C2=C1)C=1C(=NC=CC1)C)=O)NC 7-ethyl-4-(methylamino)-1-(2-methylpyridin-3-yl)quinazolin-2(1H)-one